COC(=O)C=1C=CC2=CN(N=C2C1)CC=1C=NC=CC1 2-Pyridin-3-ylmethyl-2H-indazole-6-carboxylic acid methyl ester